carbamic acid 2-hydroxy-2-methylpropyl ester OC(COC(N)=O)(C)C